2,5-furandibutyraldehyde O1C(=CC=C1CCCC=O)CCCC=O